BrCC=1C(=NC=CC1)C(=O)OC methyl 3-(bromomethyl)picolinate